tert-Butyl 1,1-difluoro-2-{2-[4-fluoro-2-(trifluoromethyl)phenyl]ethyl}-6-azaspiro[2.5]octane-6-carboxylate FC1(C(C12CCN(CC2)C(=O)OC(C)(C)C)CCC2=C(C=C(C=C2)F)C(F)(F)F)F